N-(1-cyano-4-dimethylamino-4-phenyl-cyclohexyl)-2,2,2-trifluoroacetamide C(#N)C1(CCC(CC1)(C1=CC=CC=C1)N(C)C)NC(C(F)(F)F)=O